C1(CC1)C(=O)NC1=NN2C(C=C(C=C2)C2=C(C=NN2C)OC2C[C@H]3COC[C@H](C2)N3C(=O)OC(C)(C)C)=C1 Tert-butyl (1S,5S)-7-((5-(2-(cyclopropanecarboxamido)pyrazolo[1,5-a]pyridin-5-yl)-1-methyl-1H-pyrazol-4-yl)oxy)-3-oxa-9-azabicyclo[3.3.1]nonane-9-carboxylate